C([C@H]([C@@H]([C@@H]([C@H](C=O)O)O)O)O)OP(=O)([O-])[O-] The molecule is an doubly-charged organophosphate oxoanion arising from deprotonation of the phosphate OH groups of aldehydo-D-galactose 6-phosphate; major species at pH 7.3. It is a conjugate base of an aldehydo-D-galactose 6-phosphate.